3-chloro-6-fluoro-2-[(3-methyl-4-oxo-quinazolin-6-yl)amino]benzonitrile ClC=1C(=C(C#N)C(=CC1)F)NC=1C=C2C(N(C=NC2=CC1)C)=O